1-(2,5-Dimethylthiophene-3-yl)-9H-pyrido[3,4-b]indole CC=1SC(=CC1C1=NC=CC2=C1NC1=CC=CC=C21)C